C(C(C)(C)C)OC(C)=O acetic acid Neopentyl ester